2-(2-(1-((benzyloxy)methyl)bicyclo[1.1.1]pentan-2-yl)propan-2-yl)-4,4,5,5-tetramethyl-1,3,2-dioxaborolane C(C1=CC=CC=C1)OCC12C(C(C1)C2)C(C)(C)B2OC(C(O2)(C)C)(C)C